C(C)(C)(C)OC(=O)N[C@H]([C@@H](C)OCC1=CC=C(C=C1)CCCOCCOCCOCCOCC(=O)OC(C)(C)C)CCC(N)=O tert-butyl 15-[4-([[(2R,3S)-3-[(tert-butoxycarbonyl)amino]-5-carbamoylpentan-2-yl]oxy]methyl)phenyl]-3,6,9,12-tetraoxapentadecanoate